O1C=CC=2C(=NC=CC21)C2=CC=C(C(=O)NC1CCN(CC1)C1=NC=CN=C1)C=C2 4-(furo[3,2-c]pyridin-4-yl)-N-[1-(pyrazin-2-yl)piperidin-4-yl]benzamide